N12CCCNCC2=CCCC1 1,5-diazabicyclo(5.4.0)undec-7-ene